CC1=C(C#N)C=CC=C1C1=CC(=C2C(=N1)NN=C2)C#C[Si](C)(C)C 2-methyl-3-(4-((trimethylsilyl)ethynyl)-1H-pyrazolo[3,4-b]Pyridin-6-yl)benzonitrile